tris[2-(salicylideneamino)ethyl]amine manganese(III) [Mn+3].C(C=1C(O)=CC=CC1)=NCCN(CCN=CC=1C(O)=CC=CC1)CCN=CC=1C(O)=CC=CC1